6-(3-([1,1'-biphenyl]-4-ylmethyl)thiophene-2-carboxamido)spiro[3.3]heptane-2-carboxylic acid C1(=CC=C(C=C1)CC1=C(SC=C1)C(=O)NC1CC2(CC(C2)C(=O)O)C1)C1=CC=CC=C1